C(C)(C)(C)OC(=O)N1N=CC(=C1)B1OC(C(O1)(C)C)(C)C.NC1=C2N=CN(C2=NC(=N1)OC)C1CCC(CC1)C(=O)NC=1SC2=C(N1)C=CC(=C2)F 4-(6-amino-2-methoxy-9H-purin-9-yl)-N-(6-fluoro-1,3-benzothiazol-2-yl)cyclohexanecarboxamide tert-Butyl-4-(4,4,5,5-tetramethyl-1,3,2-dioxaborolan-2-yl)-1H-pyrazole-1-carboxylate